CC1(OCC2C3=C(CNCC2)C=CC=C13)C 1,1-dimethyl-3,3a,4,5,6,7-hexahydro-1H-isochromeno[5,4-cd]azepine